C1=CC=CC=2C3=CC=CC=C3C(C12)COC(=O)N([C@@H](C(C)C)C(=O)OC[C@@H](NC(=O)OC(C)(C)C)C(=O)O)C O-(N-(((9H-fluoren-9-yl)methoxy)carbonyl)-N-methyl-L-valyl)-N-(tert-butoxycarbonyl)-D-serine